ethyl-1-(8-bromopyrido[2,3-e][1,2,4]triazolo[4,3-a]pyrazin-4-yl)-N-methylazetidin-3-amine sulfate salt S(=O)(=O)(O)O.C(C)C1N(CC1NC)C=1C=2N(C3=C(N1)N=CC(=C3)Br)C=NN2